3-(3,5-Dimethyl-1-adamantyl)amino-2-methyl-propan CC12CC3(CC(CC(C1)(C3)C)C2)NCC(C)C